2'-hydroxy-2'-deoxyguanosine O[C@H]1[C@@H](O[C@@H]([C@H]1O)CO)N1C=NC=2C(=O)NC(N)=NC12